6-hydroxybenzomorpholine HCl Cl.OC=1C=CC=2OCCNC2C1